C(C)(C)OC(C1=C(N=C(C(=C1)F)N1N=C(N(C1=O)CC)COCC1=CC=CC=C1)Cl)=O 6-(3-((benzyloxy)methyl)-4-ethyl-5-oxo-4,5-dihydro-1H-1,2,4-triazol-1-yl)-2-chloro-5-fluoro-nicotinic acid isopropyl ester